CC=1SC=C(N1)B(O)O 2-METHYLTHIAZOLE-4-BORONIC ACID